CC(C(=O)ONC(=O)OC(C)(C)C)(C)C (tertbutoxy carbonyl)amino 2,2-dimethylpropanoate